CC1=CC=C(C=C1)S(=O)[O-].[Na+] toluenesulfinic acid sodium salt